O=C1NC(CCC1N1C(C2=CC=C(C=C2C1=O)C1CCN(CC1)CC1CCN(CC1)CCOC1=CC=C(C=C1)C(=C(CC)C1=CC=CC=C1)C1=CC=C(C=C1)O)=O)=O 2-(2,6-dioxopiperidin-3-yl)-5-(1-((1-(2-(4-(1-(4-hydroxyphenyl)-2-phenylbut-1-en-1-yl)phenoxy)ethyl)piperidin-4-yl)methyl)piperidin-4-yl)isoindoline-1,3-dione